C(C1=CC=CC=C1)OC1=CC=C(C=C1)C1=NN(C=C1CNC1=C(C(=O)O)C=CN=C1)C1=CC=CC=C1 3-(((3-(4-(benzyloxy)phenyl)-1-phenyl-1H-pyrazol-4-yl)methyl)amino)isonicotinic acid